C(#C)C1=CC(=C(C(=N1)C)C1=C(C2=C(N=CN=C2C)N1C)C1=CCC(CC1)C(=O)O)C 4-[6-(6-ethynyl-2,4-dimethylpyridin-3-yl)-4,7-dimethyl-7H-pyrrolo[2,3-d]pyrimidin-5-yl]cyclohex-3-en-1-carboxylic acid